(Z)-(cycloocta-4-en-1-oxy)trimethylsilane C1(CC\C=C/CCC1)O[Si](C)(C)C